ClCC1CC(=NO1)C1[C@H]2CN(C[C@@H]12)C(=O)OCC[Si](C)(C)C 2-(trimethylsilyl)ethyl (1R,5S,6r)-6-[5-(chloromethyl)-4,5-dihydro-1,2-oxazol-3-yl]-3-azabicyclo[3.1.0]hexane-3-carboxylate